Seleno-L-cystine C([C@@H](C(=[Se])O)N)SSC[C@@H](C(=O)O)N